C(CN(OC(C(=O)O)=O)OC(C(=O)O)=O)N(OC(C(=O)O)=O)OC(C(=O)O)=O ethylenediaminetetraoxalic acid